3-methyl-N-(methylsulfonyl)butanamide CC(CC(=O)NS(=O)(=O)C)C